BROMOTRICHLOROMETHAN BrC(Cl)(Cl)Cl